7-(trifluoromethyl)-6H-imidazo[1,2-c]Pyrimidin-5-one FC(C1=CC=2N(C(N1)=O)C=CN2)(F)F